1,1,1-Trimethoxypropan COC(CC)(OC)OC